(R)-1-([1,3]dioxolo[4',5':4,5]benzo[1,2-d]thiazol-6-ylamino)-1-oxopropan-2-yl acetate C(C)(=O)O[C@@H](C(=O)NC=1SC2=C(N1)C=C1C(=C2)OCO1)C